tetrakis[(4-methylpentenoyloxy)phenyl]porphyrin CC(C=CC(=O)OC1=C(C=CC=C1)C1=C2C=CC(C(=C3C=CC(=C(C=4C=CC(=C(C5=CC=C1N5)C5=C(C=CC=C5)OC(C=CC(C)C)=O)N4)C4=C(C=CC=C4)OC(C=CC(C)C)=O)N3)C3=C(C=CC=C3)OC(C=CC(C)C)=O)=N2)C